Borneolacetat C12(C(CC(CC1)C2(C)C)(O)CC(=O)[O-])C